C(C1=CC=CC=C1)C(CC=1C2(C3=CC=CC=C3C1)CCC(CC2)(C(=O)OC)NC2=CC(=CC=C2)Cl)CO methyl (1r,4r)-2'-(2-benzyl-3-hydroxypropyl)-4-(3-chloroanilino)spiro[cyclohexane-1,1'-indene]-4-carboxylate